tert-Butyl N-[(2R)-3-[tert-butyl(diphenyl)silyl]oxy-2-hydroxy-propyl]carbamate [Si](C1=CC=CC=C1)(C1=CC=CC=C1)(C(C)(C)C)OC[C@@H](CNC(OC(C)(C)C)=O)O